7-((2-(2,6-dioxopiperidin-3-yl)-1-oxoisoindolin-4-yl)oxy)-N-(3-((3aR,4R,9bR)-4-(hydroxymethyl)-1-tosyl-2,3,3a,4,5,9b-hexahydro-1H-pyrrolo[3,2-c]quinolin-8-yl)phenyl)heptanamide O=C1NC(CCC1N1C(C2=CC=CC(=C2C1)OCCCCCCC(=O)NC1=CC(=CC=C1)C1=CC=2[C@H]3[C@@H]([C@@H](NC2C=C1)CO)CCN3S(=O)(=O)C3=CC=C(C)C=C3)=O)=O